C1(CCCCC1)OCC=1C=C(C=CC1)NC(=O)C1N(C(CC1)=O)C N-[3-[(Cyclohexyloxy)methyl]phenyl]-1-methyl-5-oxo-2-pyrrolidinecarboxamide